C(CC)N([C@@H]1CC=2C=CC=C(C2CC1)O)CCC1=CSC=C1 (S)-6-(n-propyl-(2-(thiophen-3-yl)ethyl)amino)-5,6,7,8-tetrahydronaphthalen-1-ol